2-{2-[(8aS)-10-Acryloyl-6-chloro-8,8a,9,10,11,12-hexahydropyrazino[2',1':3,4][1,4]oxazepino[5,6,7-de]quinazolin-5-yl]phenyl}acetamide C(C=C)(=O)N1C[C@H]2COC=3C4=C(N=CN=C4C=C(C3Cl)C3=C(C=CC=C3)CC(=O)N)N2CC1